BrC=1C=C2N(N=CC(=C2NC(C)C)C(=O)NC[C@H](C(C)(C)O)F)C1 (R)-6-bromo-N-(2-fluoro-3-hydroxy-3-methylbutyl)-4-(isopropylamino)pyrrolo[1,2-b]Pyridazine-3-carboxamide